5-(1-acetylpiperidin-4-yl)-N-(3-(3-chloro-2-(3-fluoro-4-formyl-5-methoxyphenyl)pyridin-4-yl)-2-methylphenyl)-1-methyl-4,5,6,7-tetrahydro-1H-imidazo[4,5-c]pyridine-2-carboxamide C(C)(=O)N1CCC(CC1)N1CC2=C(CC1)N(C(=N2)C(=O)NC2=C(C(=CC=C2)C2=C(C(=NC=C2)C2=CC(=C(C(=C2)OC)C=O)F)Cl)C)C